C(C)(C)(C)OC(=O)N1CCN(CC1)C1=NC(=CC=C1C#N)CC 4-(3-cyano-6-ethyl-2-pyridinyl)piperazine-1-carboxylic acid tert-butyl ester